CC1=CC=C2C=C(NC2=C1)C=1C=C(C=CC1N1CCCC1)S(=O)(=O)O 3-(6-methyl-1H-indol-2-yl)-4-(pyrrolidin-1-yl)benzenesulfonic acid